1,1,1,3,3-pentachloro-4,4,4-trifluorobutane ClC(CC(C(F)(F)F)(Cl)Cl)(Cl)Cl